2-{3-[(tert-butyldiphenylsilyl)oxy]oxetan-3-yl}acetaldehyde [Si](C1=CC=CC=C1)(C1=CC=CC=C1)(C(C)(C)C)OC1(COC1)CC=O